C(CCCCCCCCCCCCCCCCC)C(C(=O)[O-])CC1=CC(=C(C(=C1)C(C)(C)C)O)C(C)(C)C α-octadecyl-3-(3',5'-di-t-butyl-4'-hydroxyphenyl)propionate